COC=C1CC2C(CN(C2)C(=O)OCC2=CC=CC=C2)C1 benzyl 5-(methoxymethylene)-1,3,3a,4,6,6a-hexahydrocyclopenta[c]pyrrole-2-carboxylate